C(CC)[C@@H]1CC[C@H](CC1)[C@@H]1CC[C@H](CC1)C1=CC=C(C=C1)OC(F)(F)F trans-4-(trans-4'-n-propylcyclohexyl)-cyclohexyl-4-trifluoromethoxybenzene